CC1=C(N=CC(=N1)C1=CNC2=C(C=CC=C12)C#N)OCC(C)(OC1OCC1)C 3-[6-methyl-5-[2-methyl-2-(oxetan-2-yloxy)propoxy]pyrazin-2-yl]-1H-indole-7-carbonitrile